(1R,2s,5R)-2-isopropenyl-5-methylcyclohexanol C(=C)(C)[C@H]1[C@@H](C[C@@H](CC1)C)O